ClC1=C(C(C(=O)NC2=C(C=C(C=C2)C(C(F)(F)F)(C(F)(F)F)F)C)=CC=C1)C(=O)N[C@H](CS(=O)(=O)C)C (S)-3-chloro-N-{2-methyl-4-[1,2,2,2-tetrafluoro-1-(trifluoromethyl)ethyl]phenyl}-N2-(1-methyl-2-methylsulfonylethyl)phthalamide